The molecule is a tetrahydroxyflavanone that is (2S)-flavanone substituted by hydroxy group at positions 5, 7, 3' and 4', a geranyl group at position 2' and a prenyl group at position 6. Isolated from Macaranga tanarius and propolis collected in Okinawa, it exhibits radical scavenging activity. It has a role as a metabolite and a radical scavenger. It is a tetrahydroxyflavanone and a member of 4'-hydroxyflavanones. CC(=CCC/C(=C/CC1=C(C=CC(=C1O)O)[C@@H]2CC(=O)C3=C(O2)C=C(C(=C3O)CC=C(C)C)O)/C)C